((3aR,6aS)-5-(4,6-dimethylpyrimidin-2-yl)pyrrolo[3,4-c]pyrrol-2(1H)-yl)(2-phenylindolizine-1-yl)methanone CC1=NC(=NC(=C1)C)N1C=C2C(=C1)CN(C2)C(=O)C=2C(=CN1C=CC=CC21)C2=CC=CC=C2